2,2-bis(4-chlorophenyl)-1,4-diphenyl-butane-1,4-dione ClC1=CC=C(C=C1)C(C(=O)C1=CC=CC=C1)(CC(=O)C1=CC=CC=C1)C1=CC=C(C=C1)Cl